2,5-dimethylbenzoic acid hydrochloride Cl.CC1=C(C(=O)O)C=C(C=C1)C